4-(5-bromopyrimidin-2-yl)-3-methylmorpholine BrC=1C=NC(=NC1)N1C(COCC1)C